C(C)(C)(C)P(C(C)(C)C)(C(C)(C)C)[Pd]C1=C(C=CC=C1)C1=C(C=CC=C1)N (tri-tert-butylphosphino)(2'-amino-1,1-biphenyl-2-yl)palladium (II)